3-(6-(((1S,3S)-3-((5-cyclopropyl-1,2,4-oxadiazol-3-yl)amino)cyclopentyl)amino)pyridin-3-yl)-1,5,5-trimethylimidazolidine-2,4-dione C1(CC1)C1=NC(=NO1)N[C@@H]1C[C@H](CC1)NC1=CC=C(C=N1)N1C(N(C(C1=O)(C)C)C)=O